C(C)(C)(C)C1=C(C=C(C=C1)NC([C@@H](C1CCC(CC1)(F)F)NC(=O)C1(CC1)O)=O)F N-((1R)-2-((4-tert-butyl-3-fluorophenyl)amino)-1-(4,4-difluorocyclohexyl)-2-oxoethyl)-1-hydroxycyclopropanecarboxamide